CC1(OCC(O1)COS(=O)(=O)C1=CC=C(C=C1)C)C.ClC=1C=CC2=C(N=C(O2)C2CC3(CC(C3)NC(=O)C=3OC(=CC3)S(=O)(=O)C(F)(F)F)C2)C1 N-[6-(5-chloro-1,3-benzoxazol-2-yl)spiro[3.3]heptane-2-yl]-5-(trifluoromethylsulfonyl)furan-2-carboxamide (2,2-dimethyl-1,3-dioxolan-4-yl)methyl-4-methylbenzenesulfonate